lithium (fluorosulfonyl)(trifluoromethanesulfonyl)amide FS(=O)(=O)[N-]S(=O)(=O)C(F)(F)F.[Li+]